N1-(4-fluorophenyl)-N2-((S)-4-methyl-1-oxo-1-(((S)-3-oxo-1-((S)-2-oxopyrrolidin-3-yl)-4-(2,3,5,6-tetra-fluorophenoxy)butan-2-yl)amino)pentan-2-yl)oxalamide FC1=CC=C(C=C1)NC(C(=O)N[C@H](C(N[C@@H](C[C@H]1C(NCC1)=O)C(COC1=C(C(=CC(=C1F)F)F)F)=O)=O)CC(C)C)=O